C(CCCCCCCCC)C(C)(C)CCCCCCCCCC 2,2-didecyl-propane